NC1=NC(=NN1S(=O)(=O)C1=C2C=CC(=CC2=CC=C1)C#N)NC1=C(C=C(C=C1)C#N)C 5-[[5-amino-3-(4-cyano-2-methyl-anilino)-1,2,4-triazol-1-yl]sulfonyl]naphthalene-2-carbonitrile